6-(2,2-difluoro-6-(2-methylpyridin-4-yl)morpholino)-8-(2,4-difluorophenyl)-2,3-dimethylpyrimido[5,4-d]pyrimidin-4(3H)-one FC1(OC(CN(C1)C=1N=C(C=2N=C(N(C(C2N1)=O)C)C)C1=C(C=C(C=C1)F)F)C1=CC(=NC=C1)C)F